BrC=1C=C(C(=C(C(=O)O)C1)F)[N+](=O)[O-] 5-bromo-2-fluoro-3-nitrobenzoic acid